NC1=CC(=C(C(=C1CC)F)N1C[C@H](CC1)OC)F (S)-1-(6-amino-2,4-difluoro-3-(3-methoxypyrrolidin-1-yl)phenyl)ethane